(S)-1'-(6-amino-5-((3-chloro-2-(pyrrolidin-1-yl)pyridin-4-yl)thio)-3-methylpyrazin-2-yl)-1,3-dihydrospiro[indene-2,4'-piperidin]-1-amine NC1=C(N=C(C(=N1)N1CCC2(CC1)[C@@H](C1=CC=CC=C1C2)N)C)SC2=C(C(=NC=C2)N2CCCC2)Cl